N-[(5S)-3-cyano-1'-[7-(2-fluorophenyl)-6-methyl-pyrazolo[1,5-a]pyrazin-4-yl]spiro[5,7-dihydro-cyclopenta[b]pyridin-6,4'-piperidin]-5-yl]-2-methyl-propane-2-sulfinamide C(#N)C=1C=C2C(=NC1)CC1(CCN(CC1)C=1C=3N(C(=C(N1)C)C1=C(C=CC=C1)F)N=CC3)[C@@H]2NS(=O)C(C)(C)C